2-[4-(1,8-diazaspiro[3.5]nonan-8-yl)-1H-pyrrolo[2,3-b]pyridin-3-yl]-5-methyl-thiazole N1CCC12CCCN(C2)C2=C1C(=NC=C2)NC=C1C=1SC(=CN1)C